BrC=1C=CC(=NC1)N1CC2N(C(C1)C2)CC=2C=NC(=C(C2)Cl)OC 3-(5-Bromopyridin-2-yl)-6-((5-chloro-6-methoxypyridin-3-yl)methyl)-3,6-diazabicyclo[3.1.1]heptane